1-(6-chloro-8-cyclopropoxy-7-(5-methyl-1H-indazol-4-yl)-4-(piperazin-1-yl)quinazolin-2-yl)-N,N-dimethylazetidine-3-amine ClC=1C=C2C(=NC(=NC2=C(C1C1=C2C=NNC2=CC=C1C)OC1CC1)N1CC(C1)N(C)C)N1CCNCC1